2-{6-Cyclopropyl-4-[4-fluoro-2-(4-methyl-1,2,4-triazol-3-yl)phenyl]pyridin-2-yl}-6-({[(1R,2S)-2-hydroxycyclopentyl]amino}methyl)-3H-isoindol-1-one C1(CC1)C1=CC(=CC(=N1)N1C(C2=CC(=CC=C2C1)CN[C@H]1[C@H](CCC1)O)=O)C1=C(C=C(C=C1)F)C1=NN=CN1C